[N+](=O)([O-])C1=C(C=CC(=C1)[N+](=O)[O-])SC(=S)N1CCN(CC1)CC1=CC=C(C=C1)C(C)(C)C 2,4-dinitrophenyl-4-(4-tert-butylbenzyl)piperazine-1-carbodithioate